2-phenyl-4-tert-butyl-1,3-cyclopentadienyl-thallium C1(=CC=CC=C1)C1=C(CC(=C1)C(C)(C)C)[Tl]